C(C)[C@@H]1OC[C@H]2[C@@H](O1)C1=CC=CC=C1C2 |r| (2RS,4aSR,9bRS)-2-ethyl-4,4a,5,9b-tetrahydroindeno[1,2-d][1,3]dioxine